BrC=1C(=NC(=NC1)NC1=C(C=C(C(=C1)C)N1CCC(CC1)N1CC(C1)COC)OC)NC1=C(C2=C(OCCO2)C=C1)P(C)C (6-((5-bromo-2-((2-Methoxy-4-(4-(3-(methoxymethyl)azetidin-1-yl)piperidin-1-yl)-5-methylphenyl)amino)pyrimidine-4-yl)amino)-2,3-dihydrobenzo[b][1,4]dioxin-5-yl)dimethylphosphine